Cl.N[C@H](C(=O)OCC(F)(F)F)CC1=CC=C(C=C1)OC1=CC=CC=C1 2,2,2-Trifluoroethyl (S)-2-amino-3-(4-phenoxyphenyl)propanoate hydrochloride